C(C)(=O)C1=CC=C(C=C1)NC(=O)COCC(=O)O 2-([(4-ACETYLPHENYL)CARBAMOYL]METHOXY)ACETIC ACID